FC(C(=O)OCC)(CNC(C1=CC(=CC=C1)C1=NOC(=N1)C)=O)F ethyl 2,2-difluoro-3-[[3-(5-methyl-1,2,4-oxadiazol-3-yl)benzoyl]amino]propanoate